CC=1C(=CN2N=CN=CC21)C#N 5-methylpyrrolo[2,1-f][1,2,4]triazine-6-carbonitrile